Ethyl 3-bromo-4-methoxy-5-nitrophenylacetate BrC=1C=C(C=C(C1OC)[N+](=O)[O-])CC(=O)OCC